2-(3-cyano-2,6-diisopropylphenyl)acetic acid tert-butyl ester C(C)(C)(C)OC(CC1=C(C(=CC=C1C(C)C)C#N)C(C)C)=O